ClC1=C(C=CC(=C1)CN1CCN(CC1)C)N1C=NC(=C1)C1=NC(=NC=C1C(F)(F)F)NC1CCN(CC1)S(=O)(=O)C 4-(1-(2-Chloro-4-((4-methylpiperazin-1-yl)methyl)phenyl)-1H-imidazol-4-yl)-N-(1-(methylsulfonyl)piperidin-4-yl)-5-(trifluoromethyl)pyrimidin-2-amine